ClC1=C2N=C(N(C2=NC(=N1)C=1OC(=CC1)C)C1OCCCC1)N1CC(CCC1)CC(=O)OC methyl 2-(1-(6-chloro-2-(5-methylfuran-2-yl)-9-(tetrahydro-2H-pyran-2-yl)-9H-purin-8-yl)piperidin-3-yl)acetate